1-nonyl-4-ethylpyridinium chloride [Cl-].C(CCCCCCCC)[N+]1=CC=C(C=C1)CC